(R)-3-(2-((4-(2-(4-chlorophenyl)-2,3-dihydrobenzo[b][1,4]dioxin-5-yl)piperidin-1-yl)methyl)-1-((1-ethyl-1H-imidazol-5-yl)methyl)-1H-imidazol-5-yl)propanoic acid ClC1=CC=C(C=C1)[C@@H]1COC2=C(O1)C=CC=C2C2CCN(CC2)CC=2N(C(=CN2)CCC(=O)O)CC2=CN=CN2CC